2,2',2'',2''',2''''-(2-(4-isothiocyanatobenzyl)-1,4,7,10,13-pentaazacyclopentadecane-1,4,7,10,13-pentayl)pentaacetic acid N(=C=S)C1=CC=C(CC2N(CCN(CCN(CCN(CCN(C2)CC(=O)O)CC(=O)O)CC(=O)O)CC(=O)O)CC(=O)O)C=C1